prenylzinc C(C=C(C)C)[Zn]